COC1=CC=C(C=C1)C#CN(S(=O)(=O)C)C1=CC=C(C=C1)C N-((4-methoxyphenyl)ethynyl)-N-(p-tolyl)methanesulfonamide